2-(2,6-dimethylpyrimidin-4-yl)-6-[1-(oxetan-3-yl)-1H-pyrazolo[3,4-d]pyrimidin-6-yl]-2,6-diazaspiro[3.4]octane CC1=NC(=CC(=N1)N1CC2(C1)CN(CC2)C2=NC=C1C(=N2)N(N=C1)C1COC1)C